C(C)(C)(C)C=1C=C(CP([O-])([O-])=O)C=C(C1O)C(C)(C)C 3,5-di(t-butyl)-4-hydroxybenzylphosphonate